C(C)(C)(C)OC(=O)N1C(C(C2=NNC(C=3C=C(C=C1C23)F)=O)N2C(=NC3(C2=O)CCCC3)CCCC)C3=CC=C(C=C3)F 5-fluoro-8-(4-fluorophenyl)-9-(2-butyl-4-oxo-1,3-diazaspiro-[4.4]non-1-en-3-yl)-8,9-dihydro-2H-pyrido[4,3,2-de]phthalazin-3(7H)-one-7-carboxylic acid tert-butyl ester